C(C)C1(COC1)COCOCC(C)C isobutoxymethyl (3-ethyl-3-oxetylmethyl) ether